BrC1=CN=CC(=N1)C1=NN2C(N=C(C(=C2)OC)C2CC2)=C1 (6-bromopyrazin-2-yl)-5-cyclopropyl-6-methoxypyrazolo[1,5-a]pyrimidine